4-chloro-5-(3-(4-fluorophenyl)prop-1-yn-1-yl)-1H-pyrrolo[2,3-b]pyridine ClC1=C2C(=NC=C1C#CCC1=CC=C(C=C1)F)NC=C2